2,5-diaminohexanohydrazide NC(C(=O)NN)CCC(C)N